(2S,4R)-1-[(2S)-2-(4-cyclopropyltriazol-1-yl)-3,3-dimethyl-butanoyl]-4-hydroxy-N-[(1-methylazepan-3-yl)methyl]pyrrolidine-2-carboxamide C1(CC1)C=1N=NN(C1)[C@H](C(=O)N1[C@@H](C[C@H](C1)O)C(=O)NCC1CN(CCCC1)C)C(C)(C)C